FC=1C(=C(C=CC1)NC(\C=C\C1=CC=C2C(=NNC2=C1)C)=O)COC (E)-N-(3-fluoro-2-(methoxymethyl)phenyl)-3-(3-methyl-1H-indazol-6-yl)acrylamide